[C@@H]1([C@H](O)C[C@@H](CO)O1)N1C=NC=2C(N)=NC=NC12 3'-Deoxyadenosine